2,4-Dichloro-7-(4-formylphenyl)-7H-pyrrolo[2,3-d]pyrimidine ClC=1N=C(C2=C(N1)N(C=C2)C2=CC=C(C=C2)C=O)Cl